BrC=1C=C(C=C(C1Cl)Cl)C(\C=C(/F)\C1=CC(=C(C(=O)NNC2=NC=CC=N2)C=C1)C(F)(F)F)C(F)(F)F (Z)-4-(3-(3-bromo-4,5-dichlorophenyl)-1,4,4,4-tetrafluorobut-1-en-1-yl)-N'-(pyrimidin-2-yl)-2-(trifluoromethyl)benzoyl-hydrazine